tert-butyl (4-cyclopropyl-6-(trifluoromethyl)-1,5-naphthyridin-3-yl)carbamate C1(CC1)C1=C(C=NC2=CC=C(N=C12)C(F)(F)F)NC(OC(C)(C)C)=O